[P+3].[PH2](=O)[O-].[PH2](=O)[O-].[PH2](=O)[O-] hypophosphite phosphorus